1-(3,4-Dimethyl-5,7-dihydro-6H-pyrrolo[3,4-c]pyridazin-6-yl)-2-(1-(2-(trifluoromethyl)pyridin-4-yl)azetidin-3-yl)ethan-1-one CC1=C(C2=C(N=N1)CN(C2)C(CC2CN(C2)C2=CC(=NC=C2)C(F)(F)F)=O)C